Tetramethyl 6,6',6'',6'''-((((4-hydroxypyridine-2,6-diyl)bis(methylene))bis(azanetriyl))tetrakis(methylene))tetrapicolinate OC1=CC(=NC(=C1)CN(CC1=CC=CC(=N1)C(=O)OC)CC1=CC=CC(=N1)C(=O)OC)CN(CC1=CC=CC(=N1)C(=O)OC)CC1=CC=CC(=N1)C(=O)OC